2-{[7-({bis[(tert-butoxy)carbonyl]amino}methyl)-1H-1,3-benzodiazol-2-yl]amino}-2-(3-chlorophenyl)propyl 2,2-dimethylpropanoate CC(C(=O)OCC(C)(C1=CC(=CC=C1)Cl)NC1=NC2=C(N1)C(=CC=C2)CN(C(=O)OC(C)(C)C)C(=O)OC(C)(C)C)(C)C